[Cl-].ClC1=NC(=NC(=N1)NCCC[Si](OCC)(OCC)OCC)[N+]1(CCCC1)CCOC(CCCCCCCCCCC)=O 1-(4-chloro-6-((3-(triethoxysilyl)propyl)amino)-1,3,5-triazin-2-yl)-1-(2-(dodecanoyloxy)ethyl)pyrrolidine-1-ium chloride